4-amino-N-(6-bromo-5-fluoro-2,3-dihydrobenzofuran-3-yl)-7-fluoro-N-methylimidazo[1,5-a]quinoxaline-8-carboxamide NC=1C=2N(C3=CC(=C(C=C3N1)F)C(=O)N(C)C1COC3=C1C=C(C(=C3)Br)F)C=NC2